((2R,3S,4S,5R,6R)-3,4,5-trihydroxy-6-(((R)-5-oxotetrahydrofuran-3-yl)oxy)tetrahydro-2H-pyran-2-yl)methyl (E)-3-(naphthalen-1-yl)acrylate C1(=CC=CC2=CC=CC=C12)/C=C/C(=O)OC[C@H]1O[C@H]([C@@H]([C@H]([C@@H]1O)O)O)O[C@H]1COC(C1)=O